C(C)(=O)O[C@@H]1[C@H](O[C@H]([C@@H]([C@H]1OC(C)=O)OC(C)=O)OCC(=O)N1CC(N(CC1)C1=CC(=CC=C1)C=1C(=C2C(=NC1)NC=C2CC)Cl)=O)COC(C)=O (2R,3R,4S,5R,6R)-2-(acetoxymethyl)-6-(2-(4-(3-(4-chloro-3-ethyl-1H-pyrrolo[2,3-b]pyridin-5-yl)phenyl)-3-oxopiperazin-1-yl)-2-oxoethoxy)tetrahydro-2H-pyran-3,4,5-triyl triacetate